FCCCN1C[C@H](CC1)OC1=CC=C(C=C1)C=1C=2C=CC(=CC2CCC1C1=CC=C(C=C1)OC(F)(F)F)O 5-[4-[(3S)-1-(3-Fluoropropyl)pyrrolidin-3-yl]oxyphenyl]-6-[4-(trifluoromethoxy)phenyl]-7,8-dihydronaphthalin-2-ol